FC(C(=O)O)(F)F.FC1=C(OCC2=C(C=CC=C2)C2CCNCC2)C(=CC(=C1)F)F 4-(2-(2,4,6-Trifluorophenoxymethyl)phenyl)piperidine Trifluoroacetic Acid Salt